FC=1C(=C(C[C@@H]2N(CCCCC2)C2=CC(=CC(N2)=O)N2CCOCC2)C=CC1)OC (R)-6-(2-(3-fluoro-2-methoxybenzyl)azepan-1-yl)-4-morpholinopyridin-2(1H)-one